acetyl-4-O-lactyl-neuraminic acid C(C)(=O)C1C(C(O)=O)(O)O[C@H]([C@@H]([C@H]1OC(C(O)C)=O)N)[C@H](O)[C@H](O)CO